Cl.C[C@@]1(CNOC1)O (S)-4-methyl-isoxazolidine-4-ol hydrochloride